tert-butyl ((3S)-1-(3-((2-(2,6-dioxopiperidin-3-yl)-1,3-dioxoisoindolin-4-yl)oxy)propyl)pyrrolidin-3-yl)carbamate O=C1NC(CCC1N1C(C2=CC=CC(=C2C1=O)OCCCN1C[C@H](CC1)NC(OC(C)(C)C)=O)=O)=O